N-(3-((((trans)-2-Hydroxy-2-methylcyclobutyl)amino)methyl)pyridin-2-yl)pivalamide O[C@]1([C@@H](CC1)NCC=1C(=NC=CC1)NC(C(C)(C)C)=O)C